C(\C=C/CCC)O (2Z)-2-hexen-1-ol